ClC1=C(C)C=CC=C1Cl 2,3-dichloro-toluene